COC1=C(CNC2=NC=NC=C2)C=CC(=C1)OC 4-N-(2,4-dimethoxybenzyl)pyrimidin-4-amine